3-chloro-5-[3-[(4-chloro-1-tetrahydropyran-2-yl-indazol-5-yl)amino]indazol-1-yl]-1-methyl-pyridin-2-one ClC=1C(N(C=C(C1)N1N=C(C2=CC=CC=C12)NC=1C(=C2C=NN(C2=CC1)C1OCCCC1)Cl)C)=O